The molecule is a polyunsaturated fatty acyl-CoA(4-) obtained by deprotonation of the phosphate and diphosphate OH groups of (13Z,16Z,19Z,22Z,25Z)-octacosapentaenoyl-CoA. It is a polyunsaturated fatty acyl-CoA(4-), a very long-chain acyl-CoA(4-) and a 3-substituted propionyl-CoA(4-). It is a conjugate base of a (13Z,16Z,19Z,22Z,25Z)-octacosapentaenoyl-CoA. CC/C=C\\C/C=C\\C/C=C\\C/C=C\\C/C=C\\CCCCCCCCCCCC(=O)SCCNC(=O)CCNC(=O)[C@@H](C(C)(C)COP(=O)([O-])OP(=O)([O-])OC[C@@H]1[C@H]([C@H]([C@@H](O1)N2C=NC3=C(N=CN=C32)N)O)OP(=O)([O-])[O-])O